4-(2-methyl-1,3-thiazol-4-yl)-N-[2-(1-methylpyrrolidin-2-yl)imidazo[1,2-a]pyridin-6-yl]benzamide CC=1SC=C(N1)C1=CC=C(C(=O)NC=2C=CC=3N(C2)C=C(N3)C3N(CCC3)C)C=C1